Cl.NCCNC(OC(C)(C)C)=O tert-Butyl N-(2-aminoethyl)carbamate hydrochloride